3,3-dibutyl-8-methoxy-5-phenyl-7-vinyl-2,3,4,5-tetrahydro-1,5-benzothiazepine 1,1-dioxide C(CCC)C1(CS(C2=C(N(C1)C1=CC=CC=C1)C=C(C(=C2)OC)C=C)(=O)=O)CCCC